2,2'-azobis(n-butyl-2-methylpropionamide) N(=NC(C(=O)N)(CCCCC)C)C(C(=O)N)(CCCCC)C